tert-Butyl (S,E)-(1-(2-methylhydrazineylidene)propan-2-yl)carbamate CN\N=C\[C@H](C)NC(OC(C)(C)C)=O